6,10-diphenyldodecanol C1(=CC=CC=C1)C(CCCCCO)CCCC(CC)C1=CC=CC=C1